C=C(CCN1CCC(CC1)CCCC1CCN(CC1)CCC(C=CC=C)=C)C=CC=C 1,3-bis(1-(3-methylenehept-4,6-dienyl)piperidin-4-yl)propane